N-(5-chloro-6-(2H-1,2,3-triazol-2-yl)pyridin-3-yl)-1-(4-methylpyridin-2-yl)-5-(trifluoromethyl)-1H-pyrazole-4-carboxamide ClC=1C=C(C=NC1N1N=CC=N1)NC(=O)C=1C=NN(C1C(F)(F)F)C1=NC=CC(=C1)C